[Na].[Na].C12C(C(C(CC1)C2)C(=O)O)C(=O)O bicyclo-(2.2.1)heptane-2,3-dicarboxylic acid disodium